quinolinium benzensulfonate C1(=CC=CC=C1)S(=O)(=O)[O-].[NH+]1=CC=CC2=CC=CC=C12